NC1CN(CCC1)C1=C2C(=NC=C1)N(C(=N2)C2=CC(=C(C#N)C=C2)F)C2=C(C=C(C=C2)N2CC(CC2)OC)F 4-(7-(3-aminopiperidin-1-yl)-3-(2-fluoro-4-(3-methoxypyrrolidin-1-yl)phenyl)-3H-imidazo[4,5-b]pyridin-2-yl)-2-fluorobenzonitrile